CC1([C@H]2CC=C([C@@H]1C2)C(NC(CCCC)=O)C2=CC(=C1C=CC=NC1=C2O)[N+](=O)[O-])C N-{[(1R,5S)-6,6-dimethylbicyclo(3.1.1)hept-2-en-2-yl](8-hydroxy-5-nitroquinolin-7-yl)methyl}pentanamide